BrC1=CC(=C(C(=C1)F)NCC=1N=C(N(C1)C=1C=CC=2N(C1)C(=CN2)C(=O)N)C2=NC(=CC=C2)C)F 6-(4-(((4-bromo-2,6-difluorophenyl)amino)methyl)-2-(6-methylpyridin-2-yl)-1H-imidazol-1-yl)imidazo[1,2-a]pyridine-3-carboxamide